(R)-6-chloro-3-((1-(2-(4-(5-fluoropyrimidin-2-yl)piperidin-1-yl)-3,6-dimethyl-4-oxo-3,4-dihydroquinazolin-8-yl)ethyl)amino)-N-(methylsulfonyl)picolinamide ClC1=CC=C(C(=N1)C(=O)NS(=O)(=O)C)N[C@H](C)C=1C=C(C=C2C(N(C(=NC12)N1CCC(CC1)C1=NC=C(C=N1)F)C)=O)C